N,N'-diphenyl-N,N'-bis[4-(di(m-tolyl)-amino)-phenyl]-biphenyl-4,4'-diamine C1(=CC=CC=C1)N(C1=CC=C(C=C1)C1=CC=C(C=C1)N(C1=CC=C(C=C1)N(C=1C=C(C=CC1)C)C=1C=C(C=CC1)C)C1=CC=CC=C1)C1=CC=C(C=C1)N(C=1C=C(C=CC1)C)C=1C=C(C=CC1)C